C(C)(C)(C)C=1C=C2CCN(C(C2=C(C1)[C@H]1N(CCC1)C(=O)[O-])Cl)C(=O)N1CC(OCC1)(C)C (S)-2-(6-tert-butyl chloro-2-(2,2-dimethylmorpholine-4-carbonyl)-1,2,3,4-tetrahydroisoquinolin-8-yl)pyrrolidine-1-carboxylate